OC(C(=O)O)CC1=CC=C(C=C1)[N+](=O)[O-] 2-hydroxy-3-(4-nitrophenyl)propionic acid